ClC1=C(C=CC=C1)C(C=CC1=CC(=CC=C1)O)=O 1-(2-Chlorophenyl)-3-(3-hydroxyphenyl)prop-2-en-1-one